(1S)-4-(3,5-difluorophenoxy)-2,2-difluoro-7-isopropylsulfanyl-indan-1-ol FC=1C=C(OC2=C3CC([C@H](C3=C(C=C2)SC(C)C)O)(F)F)C=C(C1)F